3-(thiophen-3-yl)propane-1,2-diol S1C=C(C=C1)CC(CO)O